3-Methacryloyloxypropyldiethoxymethylsilane C(C(=C)C)(=O)OCCC[SiH2]C(OCC)OCC